2,3,6-trimethyl-fluorobenzene CC1=C(C(=CC=C1C)C)F